((benzo[d][1,3]dioxazol-5-ylmethyl)thio)-6-chlorobenzo[d]oxazole O1NOC2=C1C=CC(=C2)CSC=2OC1=C(N2)C=CC(=C1)Cl